C(C)(C)(C)OC(N(C(=O)OC(C)(C)C)CC1=NC=C(C=N1)Br)=O N-[(5-bromopyrimidin-2-yl)methyl]-N-t-butoxycarbonyl-carbamic acid tert-butyl ester